BrC=1C=CC(=C2CCC(OC12)=O)Cl 8-bromo-5-chloro-chromanon